ClC=1C(NC=CC1)=O 3-chloropyridin-2(1H)-one